(1R,5R,6S)-2,5,6-trimethylcyclohex-2-en-1-ol CC=1[C@@H]([C@H]([C@@H](CC1)C)C)O